pyrazolo[1,5-a]pyridin-2-ylmethanol N1=C(C=C2N1C=CC=C2)CO